2-amino-5-((5-aminopentyl)amino)pentanoic acid trihydrochloride Cl.Cl.Cl.NC(C(=O)O)CCCNCCCCCN